C(C)(C)(C)OC(=O)N1CC2=CC=C(C=C2C1)C1=CN=CO1 5-(oxazol-5-yl)isoindoline-2-carboxylic acid tert-butyl ester